Methyl 5-chloro-3-((1-(2-hydroxy-2-methylpropyl)piperidin-4-yl)oxy)thiophene-2-carboxylate ClC1=CC(=C(S1)C(=O)OC)OC1CCN(CC1)CC(C)(C)O